FC=1C=C(C=C2CCN3C(C12)=C(C=C3)C)C(=O)NO 10-fluoro-N-hydroxy-1-methyl-5,6-dihydropyrrolo[2,1-a]isoquinoline-8-carboxamide